5-(3,8-diazabicyclo[3.2.1]octan-3-yl)-2-(2,6-dioxopiperidin-3-yl)-4,7-difluoroisoindol C12CN(CC(CC1)N2)C2=C(C1=CN(C=C1C(=C2)F)C2C(NC(CC2)=O)=O)F